CC1C(C)=C2C(=C(C)C=1OCC(=O)O)CC[C@@](C)(CCC[C@H](C)CCC[C@H](C)CCCC(C)C)O2 α-Tocopheryloxyacetic Acid